CC=1N(N=C2C(=NN=C(C21)C)N2CCC(CC2)C(=O)NC2CC(C2)N(C)C)C2=CC=C(C=C2)C 1-(3,4-dimethyl-2-(p-tolyl)-2H-pyrazolo[3,4-d]pyridazin-7-yl)-N-(3-(dimethylamino)cyclobutyl)piperidine-4-carboxamide